C(#N)[C@H]1N(CSC1)C(CNC(=O)C1=CC=NC2=CC=C(C=C12)N1[C@H]([C@@H](C1)OC)C)=O N-(2-((R)-4-Cyanothiazolidin-3-yl)-2-oxoethyl)-6-((2S,3R)-3-methoxy-2-methylazetidin-1-yl)quinoline-4-carboxamide